FC1=C(C=CC=C1F)CN1C(CCC1=O)CC(=O)NCCC1=CC=C(C=C1)OC 2-[1-[(2,3-difluorophenyl)methyl]-5-oxopyrrolidin-2-yl]-N-[2-(4-methoxyphenyl)ethyl]acetamide